2-(3-methyl-1,2,4-oxadiazol-5-yl)ethanamine CC1=NOC(=N1)CCN